[3-bromo-4-(trifluoromethyl)phenyl]methanol BrC=1C=C(C=CC1C(F)(F)F)CO